methyl 2-((tert-butoxycarbonyl)amino)-7-((3'-ethyl-[1,1'-biphenyl]-2-yl)oxy)-1,2,3,4-tetrahydronaphthalene-2-carboxylate C(C)(C)(C)OC(=O)NC1(CC2=CC(=CC=C2CC1)OC1=C(C=CC=C1)C1=CC(=CC=C1)CC)C(=O)OC